O=C1NN=NN1 5-oxo-4,5-dihydro-1H-tetrazol